8-((2s,5r)-4-((3-fluorophenyl)(6-methylpyridin-3-yl)methyl)-2,5-dimethylpiperazin-1-yl)-5-methyl-6-oxo-5,6-dihydro-1,5-naphthyridine-2-carbonitrile FC=1C=C(C=CC1)C(N1C[C@@H](N(C[C@H]1C)C1=CC(N(C=2C=CC(=NC12)C#N)C)=O)C)C=1C=NC(=CC1)C